COC1=CC(=CC=2NC(=NC21)C2=C(C=1C(NC2=O)=CN(N1)C)N[C@@H](C)C1=NC=CC=N1)N1CCOCC1 (S)-6-(4-methoxy-6-morpholino-1H-benzo[d]imidazol-2-yl)-2-methyl-7-((1-(pyrimidin-2-yl)ethyl)amino)-2,4-dihydro-5H-pyrazolo[4,3-b]pyridin-5-one